ClC1=C(C=C(C=C1)F)[C@@H]1NC(C2=C3C(=CC(=C12)NC(C1=CC(=CC(=C1)C(F)(F)F)F)=O)N(C(O3)=O)CC(F)(F)F)=O N-[(6R)-6-(2-chloro-5-fluorophenyl)-2,8-dioxo-3-(2,2,2-trifluoroethyl)-7,8-dihydro-6H-[1,3]oxazolo[5,4-e]isoindol-5-yl]-3-fluoro-5-(trifluoromethyl)benzamide